(S)-4-(4-acryloyl-2-methylpiperazin-1-yl)-7-(2-fluoro-6-hydroxyphenyl)-1-(2-isopropyl-4-methylpyridin-3-yl)pyrido[4,3-d]pyrimidin-2(1H)-one C(C=C)(=O)N1C[C@@H](N(CC1)C=1C2=C(N(C(N1)=O)C=1C(=NC=CC1C)C(C)C)C=C(N=C2)C2=C(C=CC=C2O)F)C